COCOC1=C(CON)C=CC=C1OCOC O-(2,3-bis(methoxymethoxy)benzyl)hydroxylamine